C(C1=CN=C(C=C1)SSC1=NC=C(C(=O)O)C=C1)(=O)O 6,6'-dithiodinicotinic acid